C(C1=CC=CC=C1)(=O)NC(=S)NCC1=CC(=C(C=C1)O)OC 1-(benzoyl)-3-(4-hydroxy-3-methoxybenzyl)thiourea